C(C)(C)(C)OC(=O)NC1CCN(CC1)S(=O)(=O)C=1C=C(C=CC1)C1CCN(CC1)CC1CCN(CC1)C1=CC(=C(C(=O)OC)C=C1)C#N methyl 4-(4-((4-(3-((4-((tert-butoxycarbonyl)amino)piperidin-1-yl)-sulfonyl)phenyl)piperidin-1-yl)methyl)piperidin-1-yl)-2-cyanobenzoate